CC([C@H](N)C(=O)O)C(=O)O 3-methyl-aspartic acid